4-methyl-Phenyl-(4-(2-methylpropyl)phenyl)iodonium CC1=CC=C(C=C1)[I+]C1=CC=C(C=C1)CC(C)C